NC1=C(C=CC(=C1F)NCCCC1=CC=C(C=C1)C(F)(F)F)NC(CCCCCC)=O N-(2-Amino-3-fluoro-4-((3-(4-(trifluoromethyl)phenyl)propyl)amino)phenyl)heptanamid